C(C)(C)(C)OC(=O)N1[C@@H](C[C@H](C1)F)C(NC1=NC(=CC=C1)OCCCCC)=O (2S,4R)-4-fluoro-2-((6-(pentyloxy)pyridin-2-yl)carbamoyl)pyrrolidine-1-carboxylic acid tert-butyl ester